OC(=C)C1=CC=CC=C1 α-hydroxystyrene